1-(bromomethyl)-4-(trifluoromethoxy)benzene 4-chlorobenzyl-(4-(1-(3-fluoroisonicotinamido)ethyl)phenyl)carbamate ClC1=CC=C(CN(C(O)=O)C2=CC=C(C=C2)C(C)NC(C2=C(C=NC=C2)F)=O)C=C1.BrCC1=CC=C(C=C1)OC(F)(F)F